C(C)(=O)O.C1=CC=CC=C1.C1=CC=CC=C1 (dibenzene) acetate